C(#N)N(C(=N)NC1CCC(CC1)CNC(=N)NC#N)C N-cyano-N'-[4-((3-cyanoguanidino)methyl)cyclohexyl]-methyl-guanidine